BrC=1C=C(C=CC1)C1=CC(=CC(=C1)C(C)(C)C)C(C)(C)C 3-Bromo-3',5'-Di-Tert-Butylbiphenyl